C1(=CC=CC=C1)C=1N=C(N=NC1C1=CC=CC=C1)NC(OC)=O methyl N-(5,6-diphenyl-1,2,4-triazin-3-yl)carbamate